(R)-(2-(2-fluoropropan-2-yl)oxazol-5-yl)(4-(4-methylpyrazolo[1,5-a]pyridin-2-yl)-1,4,6,7-tetrahydro-5H-imidazo[4,5-c]pyridin-5-yl)methanone FC(C)(C)C=1OC(=CN1)C(=O)N1[C@H](C2=C(CC1)NC=N2)C2=NN1C(C(=CC=C1)C)=C2